N-(4-(5-(difluoromethyl)-1,3,4-oxadiazol-2-yl)benzyl)-N-phenyl-2-(pyrrolidin-1-yl)ethane-1-sulfonamide FC(C1=NN=C(O1)C1=CC=C(CN(S(=O)(=O)CCN2CCCC2)C2=CC=CC=C2)C=C1)F